2-(2-((1S*,2S*)-2-Carbamoylcyclopropyl)-1-(4-(1-oxidopyridin-4-yl)-1H-pyrazol-1-yl)ethyl)-5-(3-chloro-2-fluoro-6-(1H-tetrazol-1-yl)phenyl)pyridine 1-oxide C(N)(=O)[C@@H]1[C@@H](C1)CC(N1N=CC(=C1)C1=CC=[N+](C=C1)[O-])C1=[N+](C=C(C=C1)C1=C(C(=CC=C1N1N=NN=C1)Cl)F)[O-] |o1:3,4|